FC1=NN2C(N=CC3=C2C(CC3C(=O)O)(C=3C=NN(C3)C3(CC3)C)C)=C1 2-fluoro-8-methyl-8-(1-(1-methylcyclopropyl)-1H-pyrazol-4-yl)-7,8-dihydro-6H-cyclopenta[e]pyrazolo[1,5-a]pyrimidine-6-carboxylic acid